N1(CCC2=CC=CC=C12)C(=O)C=1C=C(C=CC1)S(=O)(=O)N(C1=CC=C(C=C1)C)C 3-(indoline-1-carbonyl)-N-methyl-N-(p-tolyl)benzenesulfonamide